C1(=CC=CC2=CC=CC=C12)C(=O)O 1-naphthalenoic acid